BrCCCS(=O)(=O)[O-] 3-bromopropanesulfonate